2-(2'-hydroxy-5'-methylphenyl)benzotriazoleN OC1=C(C=C(C=C1)C)N1NC2=C(N1)C=CC=C2